[Si](C)(C)(C(C)(C)C)OCCN1N=C(C=C1CO)CC [2-[2-[tert-butyl(dimethyl)silyl]oxyethyl]-5-ethyl-pyrazol-3-yl]methanol